methyl (2-pentyl-3-oxocyclopentyl)acetate C(CCCC)C1C(CCC1=O)CC(=O)OC